C1(=CC(=CC=C1)SC1=CC=CC=C1)C phenyl (3-tolyl) sulfide